4-bromo-N-hydroxy-3-(methoxymethoxy)benzenecarboximidamide BrC1=C(C=C(C=C1)C(NO)=N)OCOC